Tert-butyl (R)-3-(((4-(((4,4-difluorocyclohexyl)amino)methyl)benzyl)((S)-5,6,7,8-tetrahydroquinolin-8-yl)amino)methyl)-3,4-dihydroisoquinoline-2(1H)-carboxylate FC1(CCC(CC1)NCC1=CC=C(CN([C@H]2CCCC=3C=CC=NC23)C[C@@H]2N(CC3=CC=CC=C3C2)C(=O)OC(C)(C)C)C=C1)F